SCCCSCC(P(O)(O)=O)P(O)(O)=O 2-(3-mercaptopropylthio)ethylidenebisphosphonic acid